Methyl 3-(7-((tert-butyldimethylsilyl)oxy)-1-hydroxy-6-methoxy-3-oxo-1,3-dihydro-2H-benzo[4,5]thieno[2,3-c]pyrrol-2-yl)propanoate [Si](C)(C)(C(C)(C)C)OC=1C(=CC2=C(C3=C(C(N(C3O)CCC(=O)OC)=O)S2)C1)OC